((2,4-dichlorobenzyl)oxy)-2-methylisoindolin-1-one ClC1=C(COC2N(C(C3=CC=CC=C23)=O)C)C=CC(=C1)Cl